1-((5-(Aminomethyl)-1-(3-(methylsulfonyl)propyl)-1H-indol-2-yl)methyl)-4,6-difluoro-3-methyl-1,3-dihydro-2H-benzo[d]imidazol-2-one NCC=1C=C2C=C(N(C2=CC1)CCCS(=O)(=O)C)CN1C(N(C2=C1C=C(C=C2F)F)C)=O